(2-bromophenyl)(2,5-dibromophenyl)selane BrC1=C(C=CC=C1)[Se]C1=C(C=CC(=C1)Br)Br